folic acid dodecyl ester C(CCCCCCCCCCC)OC(CC[C@@H](C(=O)O)NC(=O)C1=CC=C(NCC2=CN=C3N=C(N)NC(=O)C3=N2)C=C1)=O